sodium 4,5-dihydroxypentanesulfonate OC(CCCS(=O)(=O)[O-])CO.[Na+]